1-(2-chloro-3,4-dihydroxyphenyl)ethan-1-one ClC1=C(C=CC(=C1O)O)C(C)=O